Tert-butyl 4-(2-(3-methyl-2,6-dioxopiperidin-3-yl)-3-oxoisoindolin-5-yl)-3,6-dihydropyridine-1(2H)-carboxylate CC1(C(NC(CC1)=O)=O)N1CC2=CC=C(C=C2C1=O)C=1CCN(CC1)C(=O)OC(C)(C)C